C(C1=CC=CC=C1)OC1=C2C(=C(N(C2=CC=C1)C1=CC=C(C=C1)F)C(C(=O)O)(C)C)C1=CC=C(C=C1)C(=O)OC 2-[4-benzyloxy-1-(4-fluorophenyl)-3-(4-methoxycarbonylphenyl)indol-2-yl]-2-methyl-propanoic acid